CN([C@@H](CC1=CC=C(C=C1)O)C(=O)O)C dimethyl-tyrosine